OC(C1CCN(CCC1)C(=O)OC(C)(C)C)C1=CNC2=CN=CC=C21 tert-Butyl 4-(hydroxy(1H-pyrrolo[2,3-c]pyridin-3-yl)methyl)azepane-1-carboxylate